3-[2-(4-fluorophenoxy)ethyl]-2-azabicyclo[3.1.1]heptane FC1=CC=C(OCCC2NC3CC(C2)C3)C=C1